NC=1C2=C(N=CN1)N(N=N2)CC2N1CCC(C2=O)CC1 2-[(7-amino-3H-1,2,3-triazolo[4,5-d]pyrimidin-3-yl)methyl]-1-azabicyclo[2.2.2]octan-3-one